potassium quinolate N1=C(C=CC2=CC=CC=C12)C(=O)[O-].[K+]